(((ethylthio)carbonyl)oxy)ethyl cyclohexylcarboxylate C1(CCCCC1)C(=O)OCCOC(=O)SCC